1-(4-fluoro-phenyl)-2-methyl-1,2,3,4-tetrahydroisoquinoline-1-carbonitrile FC1=CC=C(C=C1)C1(N(CCC2=CC=CC=C12)C)C#N